(R)-N-((R)-1-((R)-2-(cyanomethyl)-5-fluoro-2-methyl-2,3-dihydrobenzofuran-7-yl)ethyl)-2-methylpropan-2-sulfinamide C(#N)C[C@@]1(OC2=C(C1)C=C(C=C2[C@@H](C)N[S@](=O)C(C)(C)C)F)C